ClC1=CC=C(S1)CNC1=CC(=NN1)C1CCN(CC1)CC=1N=CNC1 N-[(5-Chlorothiophen-2-yl)methyl]-3-[1-(1H-imidazol-4-ylmethyl)piperidin-4-yl]-1H-pyrazol-5-amin